N[C@H](C1=NC2=C(N1)C=CC(=C2F)C=2C=NC=CC2C(=O)N(C)C)C2CCC(CC2)C 3-{2-[(S)-amino(4-methylcyclohexyl)methyl]-4-fluoro-1H-benzimidazol-5-yl}-N,N-dimethylpyridine-4-carboxamide